N[C@@H]1[C@@H](OCC12CCN(CC2)C=2C(=NC(=CN2)SC2=C(C(=NC=C2)N2CC(C2)(C)CO)Cl)CO)C (3-((3S,4S)-4-amino-3-methyl-2-oxa-8-azaspiro[4.5]decan-8-yl)-6-(3-chloro-2-(3-(hydroxymethyl)-3-methylazetidin-1-yl)pyridin-4-ylthio)pyrazin-2-yl)methanol